3-(2,6-difluoro-3,5-dimethoxyphenyl)-8-(morpholinomethyl)-1-(piperidin-4-ylmethyl)-1,3,4,7-tetrahydro-2H-pyrrolo[3',2':5,6]pyrido[4,3-d]pyrimidine-2-thione FC1=C(C(=C(C=C1OC)OC)F)N1C(N(C2=C(C1)C=NC1=C2C=C(N1)CN1CCOCC1)CC1CCNCC1)=S